(3-fluoro-4-(((6-(piperidin-4-yl)pyridin-2-yl)oxy)methyl)phenyl)(tetrahydro-2H-pyran-4-yl)methanone FC=1C=C(C=CC1COC1=NC(=CC=C1)C1CCNCC1)C(=O)C1CCOCC1